(4-(chloromethyl)thiazol-2-yl)-2-(4-isobutylphenyl)-N-methylpropanamide ClCC=1N=C(SC1)C(C(=O)NC)(C)C1=CC=C(C=C1)CC(C)C